ClC=1C(=NC(=NC1)NC1=C(C=C(C(=C1)F)C1CCN(CC1)C)OC)OC1=C2C(N(C3(C2=CC=C1)CC3)C)=O 4'-((5-chloro-2-((5-fluoro-2-methoxy-4-(1-methylpiperidin-4-yl)phenyl)amino)pyrimidin-4-yl)oxy)-2'-methylspiro[cyclopropane-1,1'-isoindolin]-3'-one